3-(benzyloxy)-5-(3-fluorophenyl)-4-methylpicolinic acid C(C1=CC=CC=C1)OC=1C(=NC=C(C1C)C1=CC(=CC=C1)F)C(=O)O